2-CHLORO-3-METHYLPYRIDINE-4-BORONIC ACID ClC1=NC=CC(=C1C)B(O)O